(5,7-dihydro-6H-pyrrolo[3,4-b]pyridin-6-yl)methanone N1=C2C(=CC=C1)CN(C2)C=O